(2r,4r)-2-(((S)-1-(((1H-pyrrolo[2,3-b]pyridin-5-yl)methyl)amino)-1-oxopropan-2-yl)carbamoyl)-4-phenylpyrrolidine-1-carboxylic acid tert-butyl ester C(C)(C)(C)OC(=O)N1[C@H](C[C@@H](C1)C1=CC=CC=C1)C(N[C@H](C(=O)NCC=1C=C2C(=NC1)NC=C2)C)=O